C(=C)N1C(CC1)=O N-vinyl-β-propiolactam